2,9-dimethyl-4,7-diphenyl[1,10]phenanthroline CC1=NC2=C3N=C(C=C(C3=CC=C2C(=C1)C1=CC=CC=C1)C1=CC=CC=C1)C